4-[1-(cyclopropylmethyl)-4-methyl-5-{[6-(3-methyl-1H-pyrazolo[4,3-c]pyridin-1-yl)pyrimidin-4-yl]amino}-1H-pyrazol-3-yl]benzonitrile C1(CC1)CN1N=C(C(=C1NC1=NC=NC(=C1)N1N=C(C=2C=NC=CC21)C)C)C2=CC=C(C#N)C=C2